BrC1=CC(=C(CNC(=O)C2CCN(CC2)CC2=CC=C(C=C2)I)C=C1)C(F)(F)F N-(4-bromo-2-(trifluoromethyl)benzyl)-1-(4-iodobenzyl)piperidine-4-carboxamide